1-(3-bromo-2-hydroxy-phenyl)-3-(4-chloro-2-fluoro-phenyl)prop-2-en-1-one BrC=1C(=C(C=CC1)C(C=CC1=C(C=C(C=C1)Cl)F)=O)O